C(C1=CC=CC=C1)OC1=CC(=NC(=C1)C1=C(C=C(C=C1)C#N)C(=O)NN)N(C(OC(C)(C)C)=O)CC tert-butyl (4-(benzyloxy)-6-(4-cyano-2-(hydrazinecarbonyl)phenyl)pyridin-2-yl)(ethyl)carbamate